2-[2-chloro-4-(4,4,5,5-tetramethyl-1,3,2-dioxaborolan-2-yl)phenyl]-N,N-dimethyl-ethanamine ClC1=C(C=CC(=C1)B1OC(C(O1)(C)C)(C)C)CCN(C)C